N1-methyl-N1-((3-(4-methylcyclohexyl)-1H-pyrazol-4-yl)methyl)ethane-1,2-diamine CN(CCN)CC=1C(=NNC1)C1CCC(CC1)C